6-cyano-9H-pyrido[2,3-b]indole-3-carboxylic acid methyl ester COC(=O)C1=CC2=C(NC3=CC=C(C=C23)C#N)N=C1